ethyl-2-methyl-1-oxa-4,9-diazaspiro[5.5]undecan C(C)C1(OC2(CNC1)CCNCC2)C